2-(2,6-dichloro-4-((4-(4-(trifluoromethyl)benzyl)piperazin-1-yl)methyl)phenoxy)-2-methylpropanoic acid ethyl ester C(C)OC(C(C)(C)OC1=C(C=C(C=C1Cl)CN1CCN(CC1)CC1=CC=C(C=C1)C(F)(F)F)Cl)=O